1,5-anhydro-2-azido-6-O-[tert-butyl-(dimethyl)silyl]-2,3-dideoxy-D-ribo-hexitol N(=[N+]=[N-])[C@H]1CO[C@@H]([C@H](C1)O)CO[Si](C)(C)C(C)(C)C